O1C(CCCC1)N1N=CC(=C1)C1=C2C=NN(C2=C(C=C1)C1=CC=C(N=N1)NC1CCN(CC1)C(=O)OC(C)(C)C)COCC[Si](C)(C)C tert-butyl 4-[(6-{4-[1-(oxan-2-yl)pyrazol-4-yl]-1-{[2-(trimethylsilyl)ethoxy]methyl}indazol-7-yl}pyridazin-3-yl)amino]piperidine-1-carboxylate